N1=C(C=CC=C1)CN[C@@H](C)C1=CC=C(C=C1)NC(=O)NCC1=CC=C(C=C1)Cl [(4-{(1S)-1-[(2-pyridylmethyl)amino]ethyl}phenyl)amino]-N-[(4-chlorophenyl)methyl]carboxamide